4-(bis(tert-butoxycarbonyl)amino)-3-(methylsulfonyl)benzoic acid C(C)(C)(C)OC(=O)N(C1=C(C=C(C(=O)O)C=C1)S(=O)(=O)C)C(=O)OC(C)(C)C